(E)-3-(ethoxymethylene)-2,4-dioxopentanoic acid ethyl ester C(C)OC(C(/C(/C(C)=O)=C/OCC)=O)=O